C(C)OC1C(N(CCC1)C(=O)C=1C=C2N=CC=NC2=CC1)C (±)-(3-Ethoxy-methyl-piperidin-1-yl)-quinoxalin-6-yl-methanone